OCC1=CC=CC(=N1)C(=O)N 6-(hydroxymethyl)pyridineamide